(±)-2-(methylcarbamoyl)-6-(1-(pyridin-2-yl)ethyl)isonicotinic acid CNC(=O)C=1C=C(C(=O)O)C=C(N1)[C@@H](C)C1=NC=CC=C1 |r|